(S)-Benzyl 2-acetamido-4-methylpentanoate C(C)(=O)N[C@H](C(=O)OCC1=CC=CC=C1)CC(C)C